FC1=CC=C(CNC(CCC2=NC3=C(C=NC=C3)N2CC2=CC=C(C=C2)OC(F)(F)F)=O)C=C1 N-(4-Fluoro-benzyl)-3-[3-(4-trifluoromethoxy-benzyl)-3H-imidazo[4,5-c]pyridin-2-yl]-propionamide